(R)-4-chloro-N-(1-methylpiperidin-3-yl)-5,6,7,8-tetrahydro-5,8-ethanophthalazin-1-amine ClC1=NN=C(C=2C3CCC(C12)CC3)N[C@H]3CN(CCC3)C